ClC=1C(=CC=2N(C1)C(=CN2)C2=NC=CC(=N2)N2C[C@H](C[C@H](C2)C)N=S(=O)(C)C)Cl (((3S,5R)-1-(2-(6,7-dichloroimidazo[1,2-a]pyridin-3-yl)pyrimidin-4-yl)-5-methylpiperidin-3-yl)imino)dimethyl-λ6-sulfanone